FC1=C(C=CC=C1F)C=1OC2=C(C=C(C=C2C(C1C)=O)C)[C@@H](C)NC1=C(C#N)C(=CC=C1)F 2-[[(1R)-1-[2-(2,3-Difluorophenyl)-3,6-dimethyl-4-oxo-chromen-8-yl]ethyl]amino]-6-fluoro-benzonitrile